O-beta-D-glucopyranosyl-(1-6) beta-D-glucopyranoside O([C@H]1[C@H](O)[C@@H](O)[C@H](O)[C@H](O1)CO)[C@H]1[C@H](O)[C@@H](O)[C@H](O)[C@H](O1)CO